C1(=CC=C(C=C1)N(C=1C=C(C=C(C1)N(C1=CC=CC=C1)C=1C=CC2=C(SC3=C2C=CC=C3)C1)C1=CC=CC=C1)C1=CC=C(C=C1)C1=CC=CC=C1)C1=CC=CC=C1 N3,N3-bis([1,1'-biphenyl]-4-yl)-N5-(dibenzo[b,d]thiophen-3-yl)-N5-phenyl-[1,1'-biphenyl]-3,5-diamine